CN(C/C=C/C(=O)O)C (2E)-4-(DIMETHYLAMINO)BUT-2-ENOIC ACID